N-(4,5-dimethylisoxazol-3-yl)-4'-((4-oxo-2-phenyl-1,3-diazaspiro[4.4]non-1-en-3-yl)methyl)-2'-propoxy-[1,1'-biphenyl]-2-sulfonamide CC=1C(=NOC1C)NS(=O)(=O)C=1C(=CC=CC1)C1=C(C=C(C=C1)CN1C(=NC2(C1=O)CCCC2)C2=CC=CC=C2)OCCC